(-)-{(3S*,4R*)-4-(2,6-difluoro-4-methoxyphenyl)-3-[3-(4-fluorophenyl)ureido]-2-oxopyrrolidin-1-yl}methanesulfonamide FC1=C(C(=CC(=C1)OC)F)[C@H]1[C@@H](C(N(C1)CS(=O)(=O)N)=O)NC(=O)NC1=CC=C(C=C1)F |o1:10,11|